CP(C1=C2N=CC=NC2=CC=C1NC=1C2=C(N=C(N1)NC1=CC(=C(C=C1)N1CCC(CC1)N1CCN(CC1)C)C(F)(F)F)NC=C2)(C)=O dimethyl-(6-((2-((4-(4-(4-methylpiperazin-1-yl)piperidin-1-yl)-3-(trifluoromethyl)phenyl)amino)-7H-pyrrolo[2,3-d]pyrimidin-4-yl)amino)quinoxalin-5-yl)phosphine oxide